C(C)(C)(C)C1=C(C(=C(CN2C(NC(NC2=O)=O)=O)C(=C1CC)C)C)O (4-tert-butyl-5-ethyl-3-hydroxy-2,6-dimethylbenzyl)-1,3,5-triazine-2,4,6(1H,3H,5H)-trione